C(C1=CC=CC=C1)(=O)OCCN1CCN(CC1)S(=O)(=O)C1=C(C=CC=C1Cl)Cl [4-(2,6-dichlorobenzenesulfonyl)-1-piperazinomethyl]Methyl benzoate